(4-methyl-3,4-dihydro-2H-pyrido[3,2-b][1,4]oxazin-7-yl)methanone CN1C2=C(OCC1)C=C(C=N2)C=O